N[C@@H]1C2=CC(=CC=C2CC12CCN(CC2)C=2C(=NC(=C(N2)C)C=2C=C1C=CNC1=CC2)C(=O)N)NCC (S)-3-(1-amino-6-(ethylamino)-1,3-dihydrospiro[indene-2,4'-piperidin]-1'-yl)-6-(1H-indol-5-yl)-5-methylpyrazine-2-carboxamide